4-[[3-(ethoxycarbonyl)-1,2-oxazol-5-yl]methyl]piperidine-1-carboxylic acid benzyl ester C(C1=CC=CC=C1)OC(=O)N1CCC(CC1)CC1=CC(=NO1)C(=O)OCC